4,5-diamino-1-(β-hydroxyethyl)-pyrazole NC=1C=NN(C1N)CCO